C(C)O[Si](CCCNC1=NC(=NC(=N1)OCC1=CC=C(C=C1)C1(N=N1)C(F)(F)F)OCC1=CC=C(C=C1)C1(N=N1)C(F)(F)F)(OCC)OCC N-{3-(triethoxysilyl)propyl}-4,6-bis[4-{3-(trifluoromethyl)-3H-diazirine-3-yl}benzyloxy]-1,3,5-triazin-2-amine